zirconium(IV) tetrakis(ethylmethylamide) C(C)[N-]C.C(C)[N-]C.C(C)[N-]C.C(C)[N-]C.[Zr+4]